benzyl N-(4-ethyl-2-hydroxy-phenyl)carbamate C(C)C1=CC(=C(C=C1)NC(OCC1=CC=CC=C1)=O)O